(3S,5R)-5-(hydroxymethyl)pyrrolidine-3-ol hydrochloride Cl.OC[C@H]1C[C@@H](CN1)O